C(C)(=O)N1CCN(CC1)CCCS(=O)(=O)N(C1=CC=CC=C1)CC1=CC=C(C=C1)C=1OC(=NN1)C(F)F 3-(4-acetylpiperazin-1-yl)-N-(4-(5-(difluoromethyl)-1,3,4-oxadiazol-2-yl)benzyl)-N-phenylpropane-1-sulfonamide